(2r,3s,4r,5s,6r)-2-(((azetidine-1-carbonyl) oxy) methyl)-5-pivalamidyl-6-propyltetrahydro-2H-pyran-3,4-diylbis(azetidine-1-carboxylate) N1(CCC1)C(=O)OC[C@@H]1O[C@@H]([C@H]([C@@H]([C@H]1C1N(CC1)C(=O)[O-])C1N(CC1)C(=O)[O-])NC(C(C)(C)C)=O)CCC